pyrrolo[3,2-c]pyridin N1C=CC=2C=NC=CC21